COCCN(C(=O)C1CC1)CC1=CC=C(C=C1)C1=NOC(=N1)C(F)(F)F N-(2-methoxyethyl)-N-[[4-[5-(trifluoromethyl)-1,2,4-oxadiazol-3-yl]phenyl]methyl]cyclopropanecarboxamide